[(3R,9aS)-3-(3-bromo-5-chloro-phenyl)-3-hydroxy-1,4,6,7,9,9a-hexahydropyrazino[2,1-c][1,4]oxazin-8-yl]-(2-chloro-3-methoxyphenyl)methanone BrC=1C=C(C=C(C1)Cl)[C@@]1(CN2[C@H](CO1)CN(CC2)C(=O)C2=C(C(=CC=C2)OC)Cl)O